5-amino-2-(2-aminopyridin-3-yl)-6-(5-methyl-1-(tetrahydro-2H-pyran-2-yl)-1H-indazol-4-yl)pyrimidine-4-carboxamide NC=1C(=NC(=NC1C1=C2C=NN(C2=CC=C1C)C1OCCCC1)C=1C(=NC=CC1)N)C(=O)N